ClC=1C=CC2=C(NC(NC2=O)=O)N1 7-chloropyrido[2,3-d]pyrimidine-2,4(1H,3H)-dione